carbamic acid 4-formyl-3-hydroxybenzyl ester C(=O)C1=C(C=C(COC(N)=O)C=C1)O